(R)-3-(1-(2-(benzo[d]thiazol-7-yl)-3,6-dimethyl-4-oxo-3,4-dihydroquinazolin-8-yl)ethylamino)-6-chloropicolinic acid S1C=NC2=C1C(=CC=C2)C2=NC1=C(C=C(C=C1C(N2C)=O)C)[C@@H](C)NC=2C(=NC(=CC2)Cl)C(=O)O